N4-phenyl-N2-[(1R,3S)-3-([1,2,4]triazolo[4,3-a]pyridin-3-yl)cyclohexyl]-5-(trifluoromethyl)pyrimidine-2,4-diamine C1(=CC=CC=C1)NC1=NC(=NC=C1C(F)(F)F)N[C@H]1C[C@H](CCC1)C1=NN=C2N1C=CC=C2